1-[6-(furan-2-yl)-2-(methylsulfanyl)pyrimidin-4-yl]-1,2,3-Benzotriazol-5-ylboronic acid O1C(=CC=C1)C1=CC(=NC(=N1)SC)N1N=NC2=C1C=CC(=C2)B(O)O